CC=1C(C2=CC=CC(=C2C1)C1=CC=C(C=C1)C(C)(C)C)[SiH3] 2-methyl-4-(4'-tert-butylphenyl)indenyl-Silane